OCC1OCCC(C1O)O 2-(hydroxymethyl)tetrahydro-2H-pyran-3,4-diol